2-(Azetidin-3-yl)-4-bromoisoindolin-1-one hydrochloride Cl.N1CC(C1)N1C(C2=CC=CC(=C2C1)Br)=O